N2-(1,3-dimethyl-1H-pyrazolo[3,4-b]pyridin-5-yl)-5-methyl-N4-(2-oxo-2,3-dihydro-1,3-benzoxazol-5-yl)-2,4-pyrimidinediamine CN1N=C(C=2C1=NC=C(C2)NC2=NC=C(C(=N2)NC=2C=CC1=C(NC(O1)=O)C2)C)C